OCCCCN(CCCCCCC(C(=O)[O-])(CCCCCCCC)CCCCCC)CCCCCCC(C(=O)[O-])(CCCCCCCC)CCCCCC ((4-hydroxybutyl)azandiyl)bis(hexan-6,1-diyl)bis(2-hexyldecanoate)